2-methoxy-4-[4-(4-methyl-1-piperazinyl)-1-piperazinyl]-aniline COC1=C(N)C=CC(=C1)N1CCN(CC1)N1CCN(CC1)C